Cl.ClC1=C(C=CC=C1[C@]1(NC(N(C(C1)=O)[C@H]1C[C@H](OCC1)C)=N)C)NC(C1=CC(=CC=C1)C#N)=O |o1:15,17| N-(2-Chloro-3-{(4S)-2-imino-4-methyl-1-[(2R*,4R*)-2-methyl-tetrahydropyran-4-yl]-6-oxo-hexahydropyrimidin-4-yl}phenyl)-3-cyanobenzamide hydrochloride